P(=O)(OC1=CC=C(C=C1)C(C)(C)C)(OCC)OCC p-tert-butylphenyl diethyl phosphate